3-chloro-7H-pyrrolo[2,3-c]Pyridazine ClC1=CC2=C(N=N1)NC=C2